F[C@H]1CN(CC[C@H]1OC)C1=NC=CC(=N1)NC=1N=CC2=C(C=CC(=C2C1)[C@H]1COCC[C@@H]1NC(C#CC)=O)N1CC(C1)CS(=O)(=O)C N-((3R,4S)-3-(3-((2-((3S,4R)-3-fluoro-4-methoxypiperidin-1-yl)pyrimidin-4-yl)amino)-8-(3-((methylsulfonyl)methyl)azetidin-1-yl)isoquinolin-5-yl)tetrahydro-2H-pyran-4-yl)but-2-ynamide